OC1=C(C=O)C=C(C=C1)OCCC 2-hydroxy-5-propoxybenzaldehyde